COC1=CC=C(C=C1)S(=O)(=O)NC=1C(=NC=CC1)C1=CC=C(C=C1)OC 4-methoxy-N-(2-(4-methoxyphenyl)pyridin-3-yl)benzenesulfonamide